ClCC(=O)N1C(CN(CC1)C1=NC(=NC(=N1)N[C@H](CNC1=C(C(=CC=C1)Cl)Cl)CCO)NC)C(=O)NCC1C(NCC1)=O 1-(2-Chloroacetyl)-4-(4-(((S)-1-((2,3-dichlorophenyl)amino)-4-hydroxybut-2-yl)amino)-6-(methylamino)-1,3,5-triazin-2-yl)-N-((2-oxopyrrolidin-3-yl)methyl)piperazine-2-carboxamide